FC1=CC(=C(C=C1)C=1C=NC=2N(C1)C=C(N2)COC=2C=NC=C(C2)Cl)C 6-(4-fluoro-2-methylphenyl)-2-(5-chloropyridin-3-yloxymethyl)imidazo[1,2-a]pyrimidine